4-((4-chloro-5-fluoro-2-(N-methylmethanesulfonamido)phenyl)amino)-N-ethoxy-6-((2-methoxypyrimidin-4-yl)amino)nicotinamide ClC1=CC(=C(C=C1F)NC1=CC(=NC=C1C(=O)NOCC)NC1=NC(=NC=C1)OC)N(S(=O)(=O)C)C